CN1N=C(C2=C1CN(C2)C(=O)OCCCC)C2=CC=C(C=C2)C(F)(F)F butyl 1-methyl-3-(4-(trifluoromethyl)phenyl)-4,6-dihydropyrrolo[3,4-c]pyrazole-5(1H)-carboxylate